N-[5-[2-methyl-4-(trifluoromethoxy)phenyl]thiazol-2-yl]-8-oxo-6,7-dihydro-5H-indolizine-5-carboxamide CC1=C(C=CC(=C1)OC(F)(F)F)C1=CN=C(S1)NC(=O)C1N2C=CC=C2C(CC1)=O